BrC=1N=CC(=NC1)NC1(CC1)CO (1-((5-bromopyrazin-2-yl)amino)cyclopropyl)methanol